(3-fluorophenyl)-3-(1-hydroxy-1,2-dihydro-naphthalen-2-yl)-2-oxoindoline-1-carboxylate FC=1C=C(C=CC1)OC(=O)N1C(C(C2=CC=CC=C12)C1C(C2=CC=CC=C2C=C1)O)=O